(3-(((1S,4S)-4-(Pyrimidin-5-yl)cyclohexyl)methyl)-1,2,3-oxadiazol-3-ium-5-yl)((2-(trifluoromethyl)pyridin-4-yl)carbamoyl)amide N1=CN=CC(=C1)C1CCC(CC1)C[N+]1=NOC(=C1)[N-]C(NC1=CC(=NC=C1)C(F)(F)F)=O